(2S)-2-[4-bromo-2-(1,3,4-oxadiazol-2-yl)phenoxy]-N-(cyclopropylmethoxy)propanamide BrC1=CC(=C(O[C@H](C(=O)NOCC2CC2)C)C=C1)C=1OC=NN1